5-bromo-3-chloro-7-((2-(trimethylsilyl)ethoxy)methyl)-7H-pyrrolo[2,3-c]pyridazine BrC1=CN(C=2N=NC(=CC21)Cl)COCC[Si](C)(C)C